FC(CN1C(=NC2=C1C=C(C=C2)C2=CNC=1N=C(N=CC12)NC1CC2(C1)CCN(CC2)C(C)=O)C)F 1-(2-((5-(1-(2,2-difluoroethyl)-2-methyl-1H-benzo[d]imidazol-6-yl)-7H-pyrrolo[2,3-d]pyrimidin-2-yl)amino)-7-azaspiro[3.5]nonan-7-yl)ethan-1-one